4-(3'-Cyclobutoxy-4'-methoxy-[1,1'-biphenyl]-3-yl)-1,2-oxaborolan-2-ol C1(CCC1)OC=1C=C(C=CC1OC)C1=CC(=CC=C1)C1CB(OC1)O